(E)-1-(7,7-dimethyl-7H-furo[2,3-f]chromen-2-yl)-3-(thiophen-2-yl)prop-2-en-1-On CC1(OC2=CC=C3C(=C2C=C1)OC(=C3)C(\C=C\C=3SC=CC3)=O)C